2-{4-[(morpholin-4-yl)methyl]piperidin-1-yl}aniline N1(CCOCC1)CC1CCN(CC1)C1=C(N)C=CC=C1